O=C1N(C(C2=CC=CC=C12)=O)C(C(=O)Cl)CC 2-(1,3-dioxoisoindolin-2-yl)butanoyl chloride